C(C=C)N1[C@H](CCC1)CC1=CNC2=CC=C(C=C12)F (R)-3-((1-allylpyrrolidin-2-yl)methyl)-5-fluoro-1H-indole